C1(=CC=CC=C1)S(=O)(=O)C1=C(N=NC(=C1)Cl)NCC1(CCN(CC1)C(=O)OC(C)(C)C)F tert-butyl 4-[[[4-(benzenesulfonyl)-6-chloro-pyridazin-3-yl]amino]methyl]-4-fluoro-piperidine-1-carboxylate